tert-Butyl (4-(4-carbamoyl-1H-1,2,3-triazol-1-yl)butyl)carbamate C(N)(=O)C=1N=NN(C1)CCCCNC(OC(C)(C)C)=O